Ethylacrylic acid C(C)C(C(=O)O)=C